BrC1=CC=C(C=C1)NC(=O)C1(CC1)C(=O)NC1=CC=C(C=C1)Br N,N'-bis(4-bromophenyl)cyclopropane-1,1-diamide